CC=1C=C(C=CC1C)CNC(=O)C1=CC2=C(C(=N1)C=1N=C(SC1CO)C1=CC(=NN1CCCOC1OCCCC1)C)C=NN2C N-[(3,4-dimethylphenyl)methyl]-4-[5-(hydroxymethyl)-2-(3-methyl-1-{3-[(oxan-2-yl)oxy]propyl}-1H-pyrazol-5-yl)-1,3-thiazol-4-yl]-1-methyl-1H-pyrazolo[4,3-c]pyridine-6-carboxamide